FC1([C@@H](COC1)NC(N([C@H](C)C1=C(C=NC=C1)C)C)=O)F 3-[(3R)-4,4-difluorotetrahydrofuran-3-yl]-1-methyl-1-[(1R)-1-(3-methyl-4-pyridyl)ethyl]urea